C(CCCCCCCCCCCCCCCCCCC)C(CCCCCCCCCCCCCCCCCCCCC)O eicosyl-docosyl alcohol